C(C)(C)(C)OC(CC1(CCN(CC1)C1=C(C=C(C=C1F)NC1C(NC(CC1)=O)=O)Cl)O)=O 2-[1-[2-chloro-4-[(2,6-dioxo-3-piperidyl)amino]-6-fluoro-phenyl]-4-hydroxy-4-piperidyl]acetic acid tert-butyl ester